ClC1=C(C(=CC=C1)Cl)C=CC(C)=NOCC1=C(C=CC=C1)C(C(=O)NC)=NOC 2-(2-(3-(2,6-dichlorophenyl)-1-methyl-allylideneaminooxymethyl)-phenyl)-2-methoxyimino-N-methylacetamide